FC1=C(C(=CC(=C1)OC)F)[C@H]1[C@@H](C(NC1)=O)NC(=O)NC1=CC(=CC=C1)O |o1:10,11| 1-[(3S*,4R*)-4-(2,6-difluoro-4-methoxy-phenyl)-2-oxo-pyrrolidin-3-yl]-3-(3-hydroxy-phenyl)urea